C(=O)(O)C=1C=C(C=C(C(=O)OCC)C#N)C=CC1 ethyl 3-carboxy-α-cyanocinnamate